C1=CC=CC=2C3=CC=CC=C3C(C12)COC(=O)NCCOCCC(=O)N(CC(NCCOCCOCCOCCC(=O)O)=O)CC(NCCOCCOCCOCCC(=O)O)=O 16-(3-(2-((((9H-fluoren-9-yl)methoxy)carbonyl)amino)ethoxy)propanoyl)-14,18-dioxo-4,7,10,22,25,28-hexaoxa-13,16,19-triazahentriacontanedioic acid